S(=O)(=O)(OC=C)[O-] vinyl monosulfate